N-(3-(1H-imidazol-1-yl)propyl)-3-(1H-imidazol-1-yl)-N-((triethoxysilyl)methyl)propan-1-amine N1(C=NC=C1)CCCN(CCCN1C=NC=C1)C[Si](OCC)(OCC)OCC